O[C@H]1C[C@H](CCC1)NC1=NC=C2C=C(N=C(C2=C1)NC(C)C)C#N 7-(((1S,3R)-3-hydroxycyclohexyl)amino)-1-(isopropylamino)-2,6-naphthyridine-3-carbonitrile